CC=1N(C(=CC1)C)C1=CC(=CC(=N1)CCC=1C=C(C=C(C1F)F)C#C[C@@H]1N(CC1)C(=O)OCC1=CC=CC=C1)C Benzyl (R)-2-((3-(2-(6-(2,5-dimethyl-1H-pyrrol-1-yl)-4-methylpyridin-2-yl)ethyl)-4,5-difluorophenyl)ethynyl)azetidine-1-carboxylate